C(CCCCCCCCCCCCC)CN([O-])C.C(CCCCCCCCCCCCCCC)[N+](C)(C)[O-] cetyl-dimethylamine oxide myristyl-dimethylaminoxide